5-[[(3,4-dimethylpyrimidino[4',5':4,5]thieno[2,3-c]pyridazin-8-yl)amino]methyl]-2-fluoro-N-methyl-benzamide CC1=C(C2=C(N=N1)SC1=C2N=CN=C1NCC=1C=CC(=C(C(=O)NC)C1)F)C